N1C(=CC=2C=NC=CC21)CNC(CN2C(=NC=C(C2=O)N[C@H](C)C2=CC1=C(OC3=C1C=CC=C3F)C=C2)C2=C(C=CC=C2)F)=O (R)-N-((1H-Pyrrolo[3,2-c]pyridine-2-yl)methyl)-2-(5-((1-(6-fluorodibenzo[b,d]furan-2-yl)ethyl)amino)-2-(2-fluorophenyl)-6-oxopyrimidin-1(6H)-yl)acetamide